N-(5-methyl-1,3-thiazol-2-yl)azetidine-3-carboxamide hydrochloride Cl.CC1=CN=C(S1)NC(=O)C1CNC1